C(C)(C)NC(CN1C(CN(CC1)C1=C(C2=NC=CC(=C2S1)C(F)(F)F)C(=O)NC)(C)C)=O (4-(2-(isopropylamino)-2-oxoethyl)-3,3-dimethylpiperazin-1-yl)-N-methyl-7-(trifluoromethyl)thieno[3,2-b]pyridine-3-carboxamide